2-oxo-6-azaspiro[3.3]-heptane O=C1CC2(C1)CNC2